BrC1=CC=C(C=C1)C=C(C)[N+](=O)[O-] 1-bromo-4-(2-nitroprop-1-en-1-yl)benzene